N-(2,2'-dichloro-3'-(5-(N-ethyl-N-methylglycyl)-5,6-dihydro-4H-pyrrolo[3,4-d]oxazol-2-yl)-[1,1'-biphenyl]-3-yl)-1-methyl-4,5,6,7-tetrahydro-1H-imidazo[4,5-c]pyridine-2-carboxamide ClC1=C(C=CC=C1NC(=O)C=1N(C2=C(CNCC2)N1)C)C1=C(C(=CC=C1)C=1OC2=C(N1)CN(C2)C(CN(C)CC)=O)Cl